tert-butyl N-[4-benzyl-8-(3-pyrrolidin-1-ylpropoxy)-2,3-dihydro-1,4-benzoxazin-6-yl]carbamate C(C1=CC=CC=C1)N1CCOC2=C1C=C(C=C2OCCCN2CCCC2)NC(OC(C)(C)C)=O